4-(methoxymethyl)-N-methyl-6-phenyl-9H-pyrido[3,4-b]indole-3-carboxamide COCC1=C(N=CC=2NC3=CC=C(C=C3C21)C2=CC=CC=C2)C(=O)NC